C1NCC12CC(C2)CNC2=C1C(N(C(C1=CC=C2)=O)C2C(NC(CC2)=O)=O)=O 4-((2-Azaspiro[3.3]heptan-6-ylmethyl)amino)-2-(2,6-dioxopiperidin-3-yl)isoindoline-1,3-dione